2-((5-((4-amino-6-((4-cyanophenyl)amino)-1,3,5-triazin-2-yl)oxy)-1H-indol-2-yl)methoxy)acetic acid NC1=NC(=NC(=N1)NC1=CC=C(C=C1)C#N)OC=1C=C2C=C(NC2=CC1)COCC(=O)O